OC[C@H]1O[C@H]([C@@H]([C@H]([C@@H]1O)O)O)OCCC1=CC=CC=C1 (2R,3S,4S,5R,6R)-2-(hydroxymethyl)-6-phenylethoxytetrahydro-2H-pyran-3,4,5-triol